butanthiolate C(CCC)[S-]